4-(4-(Phenylethylamino)-2-(trifluoromethyl)phenyl)piperazine-1-carboxylic acid tert-butyl ester C(C)(C)(C)OC(=O)N1CCN(CC1)C1=C(C=C(C=C1)NCCC1=CC=CC=C1)C(F)(F)F